OC1(CO1)COC(C=C)=O 2-hydroxy-3-acryloxypropylene oxide